C1(=CC=CC=C1)C1=CC=C(C=C1)B(O)O (4-phenylphenyl)boronic acid